6-bromo-N'-(2-chloro-5-fluoro-phenyl)-4-[[(3S)-tetrahydrofuran-3-yl]amino]pyrrolo[1,2-b]pyridazine-3-carboxamidine BrC=1C=C2N(N=CC(=C2N[C@@H]2COCC2)C(=NC2=C(C=CC(=C2)F)Cl)N)C1